C(N1N=C(C(=C1)NC=1N=CC2=C(N1)N(C(=C2)C#N)[C@H]2COC[C@@H]2C)O[C@@H]2[C@@H](OC2)C)([2H])([2H])[2H] 2-((1-(methyl-d3)-3-(((cis)-2-methyloxetan-3-yl)oxy)-1H-pyrazol-4-yl)amino)-7-((3R,4R)-4-methyltetrahydrofuran-3-yl)-7H-pyrrolo[2,3-d]pyrimidine-6-carbonitrile